FC=1C=C(C=CC1)NC(=S)C=1C(NCCC1NCC1=C(C=NC=C1)OC[C@H]1N(CCC1)C)=O N-(3-fluorophenyl)-4-{[(3-{[(2S)-1-methylpyrrolidin-2-yl]methoxy}pyridin-4-yl)methyl]amino}-2-oxo-1,2,5,6-tetrahydropyridine-3-carbothioamide